methyl (1R,3S)-1-(3-bromo-4-methylbenzyl)-3-(methylsulfonamido)cyclopentane-1-carboxylate BrC=1C=C(C[C@]2(C[C@H](CC2)NS(=O)(=O)C)C(=O)OC)C=CC1C